NC1=NC=CC(=C1[N+](=O)[O-])C=1C=NN(C1)C1=CC=C(C=N1)C(C(=O)N)C 2-(6-(4-(2-amino-3-nitropyridin-4-yl)-1H-pyrazol-1-yl)pyridin-3-yl)propionamide